[2H]C(C([2H])([2H])[2H])(N(C(C)=O)C(C([2H])([2H])[2H])([2H])[2H])[2H] N,N-bis(pentadeuteroethyl)acetamide